CSC1=NC(=CC(=C1)CC=1C(=NC2=CC=C(C=C2C1)Br)OC)SC 3-((2,6-bis(methylthio)pyridin-4-yl)methyl)-6-bromo-2-methoxyquinoline